CCCCC/C=C\C/C=C\CCCCCCCCCC(=O)OC[C@H](COP(=O)(O)OC[C@@H](C(=O)O)N)OC(=O)CCCCCCC/C=C\C/C=C\CCCC 1-(11Z,14Z-eicosadienoyl)-2-(9Z,12Z-heptadecadienoyl)-glycero-3-phosphoserine